C1(=CC=CC=C1)C(C1=CC=CC=C1)(C1=CC=CC=C1)OC[C@@H]1CO1 (S)-GLYCIDYL TRIPHENYLMETHYL ETHER